BrC=1C(=C(C(=C(C(=O)NOCC(CO)O)C1)NC1=C(C=C(C=C1)I)F)F)F 5-bromo-N-(2,3-dihydroxypropoxy)-3,4-difluoro-2-((2-fluoro-4-iodophenyl)amino)benzamide